undecandinitrile C(CCCCCCCCCC#N)#N